NC=1C=C(C(=CC1)F)C 5-amino-2-fluoro-3-methylbenzene